NC1=C(SC2=NC(=CC=C21)C)C(=O)NC2C(C=1C=CC(=NC1CC2)N2CC(C(C2)OC)N)(F)F 3-amino-N-[2-(3-amino-4-methoxypyrrolidin-1-yl)-5,5-difluoro-5,6,7,8-tetrahydroquinolin-6-yl]-6-methylthieno[2,3-b]pyridine-2-carboxamide